C[Si](C)(C)N[Li] trimethylsilyl-aminolithium